3-(3-fluoro-2-methoxyphenylthiocarbamoyl)-2-oxo-5,6-dihydropyridine-1(2H)-carboxylic acid tert-butyl ester C(C)(C)(C)OC(=O)N1C(C(=CCC1)C(NC1=C(C(=CC=C1)F)OC)=S)=O